C(#N)C1=C(C=C2C(=C(N(C2=C1C#N)C)C=1NC(=NN1)C(=O)N(C)C)N1C=NC=C1)OC 5-(6,7-dicyano-3-(1H-imidazol-1-yl)-5-methoxy-1-methyl-1H-indol-2-yl)-N,N-dimethyl-4H-1,2,4-triazole-3-carboxamide